Hydroxy-2-((phosphonooxy)methyl)tetrahydrofuran OC1(OCCC1)COP(=O)(O)O